5-(2-chloro-6-fluorophenyl)-3-(2-(piperidin-4-yl)thiazol-4-yl)-4,5-dihydroisoxazole 2,2,2-trifluoroacetate FC(C(=O)O)(F)F.ClC1=C(C(=CC=C1)F)C1CC(=NO1)C=1N=C(SC1)C1CCNCC1